FC=1C=C(C=C(C1)F)[C@@H]1N(OCC1)C1=CC(=NC=N1)NC=1C=C(C(=NC1OC)N1CCOCC1)NC(C=C)=O (R)-N-(5-((6-(3-(3,5-difluorophenyl)isoxazolidin-2-yl)pyrimidin-4-yl)amino)-6-methoxy-2-morpholinopyridin-3-yl)acrylamide